methyl 2,4-dichloro-3-cyanobenzoate ClC1=C(C(=O)OC)C=CC(=C1C#N)Cl